(2-cyclopropyl-benzyl)-amine C1(CC1)C1=C(CN)C=CC=C1